C(C)(C)O[Pr+2] isopropoxypraseodymium(III)